ClC1=NC=CC(=N1)C=1N(C2=CC=CC=C2C1)C1CC1 (2-chloropyrimidin-4-yl)-1-cyclopropyl-1H-indole